3,5-difluoro-4-hydroxy-N-({(1r,4r)-4-[6-(pyrimidin-5-yl)-2H-indazol-2-yl]cyclohexyl}methyl)benzamide FC=1C=C(C(=O)NCC2CCC(CC2)N2N=C3C=C(C=CC3=C2)C=2C=NC=NC2)C=C(C1O)F